C(C)(C)(C)OC(=O)N1CC2=C(C(=C(C=C2C(C1)=O)OCC1=CC=CC=C1)NC(C(F)(F)F)=O)F 6-(Phenylmethoxy)-8-fluoro-4-oxo-7-(2,2,2-trifluoroacetylamino)-3,4-dihydroisoquinoline-2(1H)-carboxylic acid tert-butyl ester